(1R,4R)-tert-butyl 5-((4'-chloro-2-((4-(4-(methoxycarbonyl)phenyl)piperazin-1-yl)methyl)-[1,1'-biphenyl]-4-yl)methyl)-2,5-diazabicyclo[2.2.1]heptane-2-carboxylate ClC1=CC=C(C=C1)C1=C(C=C(C=C1)CN1[C@H]2CN([C@@H](C1)C2)C(=O)OC(C)(C)C)CN2CCN(CC2)C2=CC=C(C=C2)C(=O)OC